cis-3-pentadecene-1,2-dicarboxylic acid C(C(\C=C/CCCCCCCCCCC)C(=O)O)C(=O)O